CN(C(CC1=CC=C(C=C1)C)=O)S(=O)(=O)CC1=CC=CC=C1 N-methyl-2-(p-tolyl)-N-toluenesulfonylacetamide